C(C)(C)(C)OC(=O)N1[C@H]2[C@H]([C@@H](C1)C2)C(=O)O (1R,4S,5S)-2-(tert-butoxycarbonyl)-2-azabicyclo[2.1.1]hexane-5-carboxylic acid